4-chloro-6-(1-tetrahydropyran-2-yl-indazol-6-yl)-1,3,5-triazin-2-amine ClC1=NC(=NC(=N1)C1=CC=C2C=NN(C2=C1)C1OCCCC1)N